tert-butyl 3-hydroxy-2-methoxy-piperidine-1-carboxylate OC1C(N(CCC1)C(=O)OC(C)(C)C)OC